C(C)OC(=O)NNC(=O)OCC hydrazine-1,2-dicarboxylic acid diethyl ester